FC(C(=O)[O-])(F)F.NC(=O)C1=CC(=CC2=CN(N=C12)C1=CC(=C(C=C1)[NH2+]CC1(CCCC1)CO)F)F {4-[7-(aminocarbonyl)-5-fluoro-2H-indazole-2-yl]-2-fluorophenyl}-N-{[1-(hydroxymethyl)cyclopentyl]methyl}ammonium trifluoroacetate